4-butylbenzoic acid [4-(2-butyl) phenylimino-2-pentyl] ester CC(CC)C1=CC=C(C=C1)N=CCCC(C)OC(C1=CC=C(C=C1)CCCC)=O